ClC=1C(=CC2=C(OCO2)C1)NC(C1=CC(=CC=C1)N1N=C(C(=C1C)Cl)C(F)(F)F)=O N-(6-chloro-1,3-benzodioxol-5-yl)-3-[4-chloro-5-methyl-3-(trifluoromethyl)pyrazol-1-yl]benzamide